[3,3'-bipyridin]-6-yl-boronic acid N1=CC(=CC=C1B(O)O)C=1C=NC=CC1